ethyl (E)-3-(2-amino-4-fluoro-3-pyridyl)prop-2-enoate NC1=NC=CC(=C1/C=C/C(=O)OCC)F